6-fluoro-4-(methylsulphinylamino)-1H-indole-2-carboxylic acid FC1=CC(=C2C=C(NC2=C1)C(=O)O)NS(=O)C